C1(=CC(=CC=C1)C1(CC1)C1=NNC=2N=C(NC(C21)=O)N2CCC1(CC2)[C@@H](C2=CC=CC=C2C1)N)C1=CC=CC=C1 (S)-3-(1-([1,1'-biphenyl]-3-yl)cyclopropyl)-6-(1-amino-1,3-dihydrospiro[indene-2,4'-piperidin]-1'-yl)-1,5-dihydro-4H-pyrazolo[3,4-d]pyrimidin-4-one